C(CCCC#N)#N pentanedinitrile